N-[5-[4-[(5-cyano-4-methoxy-pyrimidin-2-yl)amino]cyclohexoxy]-7-morpholino-1,6-naphthyridin-3-yl]methanesulfonamide C(#N)C=1C(=NC(=NC1)NC1CCC(CC1)OC1=C2C=C(C=NC2=CC(=N1)N1CCOCC1)NS(=O)(=O)C)OC